N-[(6-Amino-2-pyridyl)sulfonyl]-6-(4-chlorophenyl)-2-[(2S,5R)-2,5-dimethylpyrrolidin-1-yl]pyridin-3-carboxamid NC1=CC=CC(=N1)S(=O)(=O)NC(=O)C=1C(=NC(=CC1)C1=CC=C(C=C1)Cl)N1[C@H](CC[C@H]1C)C